1-isocyanato-3,3,5-trimethyl-5-isocyanatomethyl-Cyclohexane N(=C=O)C1CC(CC(C1)(CN=C=O)C)(C)C